O=C1NC(CCC1N1C(N(C2=C1C=CC=C2N2CCC(CC2)NC(OC(C)(C)C)=O)C)=O)=O tert-butyl N-[1-[1-(2,6-dioxo-3-piperidyl)-3-methyl-2-oxo-benzimidazol-4-yl]-4-piperidyl]carbamate